(S)-(7-Chloro-4-fluoro-1H-benzo[d]imidazol-2-yl)(4-chloro-5-methyl-7,8-dihydro-1,6-naphthyridin-6(5H)-yl)methanone ClC1=CC=C(C2=C1NC(=N2)C(=O)N2[C@H](C=1C(=CC=NC1CC2)Cl)C)F